N-(2-methyl-propyl)-3-[4-(trifluoromethyl)phenyl]propanamid CC(CNC(CCC1=CC=C(C=C1)C(F)(F)F)=O)C